C1(C=CC2=CC=CC3=CC=CC1=C23)=O PHENALEN-1-ON